CN([C@H]1[C@@H](CCCC1)O)C trans-2-(dimethylamino)cyclohexanol